NC[C@H](CC(=O)O)C[C@@H](CCO)C (3s,5s)-3-aminomethyl-7-hydroxy-5-methyl-heptanoic acid